Decyldimethyl-(3-sulfopropyl)ammonium hydroxide [OH-].C(CCCCCCCCC)[N+](CCCS(=O)(=O)O)(C)C